COC1=CC=C2CCC(OC2=C1)(C)C 7-methoxy-2,2-dimethylchromane